C(CCCCCCCCCCCCCCCCCCCCCCCC)O n-pentacosyl alcohol